[C@@H]1([C@H](O)[C@@H](O)[C@H](O)CO1)C=1OC(=NN1)C1=NC=CC=C1 2-(β-D-Xylopyranosyl)-5-(pyridin-2-yl)-1,3,4-oxadiazole